C(C(C)C)(=O)N1CCN(CC1)C1=CC2=C(CC(O2)(C)C)C=C1NC(=O)C=1C=NN2C1N=CC=C2 N-(6-(4-isobutyrylpiperazin-1-yl)-2,2-dimethyl-2,3-dihydrobenzofuran-5-yl)pyrazolo[1,5-a]pyrimidine-3-carboxamide